BrC(CCC=C)CBr 5,6-dibromo-1-hexene